3-amino-4-bromo-1,2-methylenedioxybenzene NC=1C2=C(C=CC1Br)OCO2